Hydroxy-N'-[(Z)-(2-oxonaphthalin-1-yliden)methyl]benzohydrazid OC1=C(C(=O)NN\C=C\2/C(C=CC3=CC=CC=C23)=O)C=CC=C1